2-(4-chloro-2-fluoro-5-isopropoxyphenyl)-4-methyl-5-trifluoromethylpyridazin-3(2H)-one ClC1=CC(=C(C=C1OC(C)C)N1N=CC(=C(C1=O)C)C(F)(F)F)F